FC1(C[C@H](CC1)NC(C1=CN=CC(=C1N1CC2(CCCN2)CC1)C1=CC(=CC(=C1)F)F)=O)F N-[(S)-3,3-difluorocyclopentyl]-4-(1,7-diaza-7-spiro[4.4]nonyl)-5-(3,5-difluorophenyl)nicotinamide